N[C@@H](C)C=1C=CC=C2C(=C(NC12)C(=O)OCC)C1=CC(=C(C=C1)CS(=O)(=O)C)F Ethyl 7-((1S)-1-aminoethyl)-3-(3-fluoro-4-((methylsulfonyl)methyl)phenyl)-1H-indole-2-carboxylate